O1C=C(C2=C1C=CC=C2)CN2C(C(=CC(=C2)C(=O)NC2CC2)C(=O)NC)=O 1-(benzofuran-3-ylmethyl)-N5-cyclopropyl-N3-methyl-2-oxo-1,2-dihydropyridine-3,5-dicarboxamide